NC1=C2N=CN(C2=NC(=N1)F)[C@H]1C[C@@H]([C@@](O1)(C#C)CO[P@](=O)(OC1=CC=CC=C1)N[C@@H](CC1=CC=CC=C1)C(=O)OC(C)C)OC(=O)OCCCCCC Isopropyl ((S)-(((2R,3S,5R)-5-(6-amino-2-fluoro-9H-purin-9-yl)-2-ethynyl-3-(((hexyloxy)carbonyl)oxy) tetrahydrofuran-2-yl)methoxy)(phenoxy)phosphoryl)-L-phenylalaninate